N[C@H](C(=O)NC1=CC=C(C=C1)C=1N(N=CC1C1(CC1)O)C)C(C1CC1)C1CC1 (2S)-2-amino-3,3-dicyclopropyl-N-[4-[4-(1-hydroxycyclopropyl)-2-methyl-pyrazol-3-yl]phenyl]-propanamide